heptyl (E)-3-(6-amino-5-carbamoyl-4'-sulfamoyl-[1,1'-biphenyl]-3-yl)acrylate NC1=C(C=C(C=C1C1=CC=C(C=C1)S(N)(=O)=O)/C=C/C(=O)OCCCCCCC)C(N)=O